(cyclobutylmethyl)-2-methyl-5-(methylsulfanyl)carbamimidoylbenzoic acid methyl ester COC(C1=C(C(=CC(=C1)C(NSC)=N)CC1CCC1)C)=O